N1(CCOCC1)C(=O)C1CN(C1)C=1C=CC=2C3(C4=CC=C(C=C4OC2C1)N1CC(C1)C(=O)N1CCOCC1)OC(C1=CC=C(C=C13)C(=O)N)=O 3',6'-bis(3-(morpholine-4-carbonyl)azetidin-1-yl)-3-oxo-3H-spiro[isobenzofuran-1,9'-xanthene]-6-carboxamide